(1aR,5aR)-2-(5-Methylamino-pyrazin-2-yl)-1a,2,5,5a-tetrahydro-1H-2,3-diaza-cyclopropa[a]pentalene-4-carboxylic acid (2-hydroxy-1,1-dimethyl-ethyl)-amide OCC(C)(C)NC(=O)C=1C=2C[C@@H]3[C@H](C2N(N1)C1=NC=C(N=C1)NC)C3